(E)-N'-(2,6-dichlorobenzylidene)imidazo[1,2-a]pyridine-2-carbohydrazide ClC1=C(\C=N\NC(=O)C=2N=C3N(C=CC=C3)C2)C(=CC=C1)Cl